C(CCC(=O)C)(=O)[Fe] levulinyl-iron